1-methyl-4-(5-nitro-3-(2-((tetrahydro-2H-pyran-2-yl)oxy)ethoxy)pyridin-2-yl)piperazine CN1CCN(CC1)C1=NC=C(C=C1OCCOC1OCCCC1)[N+](=O)[O-]